1-(4-(benzyloxy)-5-methoxy-2-aminophenyl)-3-(dimethylamino)-2-propen-1-one C(C1=CC=CC=C1)OC1=CC(=C(C=C1OC)C(C=CN(C)C)=O)N